4-((2S)-2-(ethoxymethyl)-5-(4-(trifluoromethyl)phenyl)piperidin-1-yl)benzoic acid C(C)OC[C@H]1N(CC(CC1)C1=CC=C(C=C1)C(F)(F)F)C1=CC=C(C(=O)O)C=C1